CC1CCC2=C(NC1=O)C=CC=C2 3-methyl-1,3,4,5-tetrahydro-2H-benzo[b]azepin-2-one